C(C)(C)(C)OC(=O)N(C(OC(C)(C)C)=O)C1=NC=NC(=C1)[Sn](C)(C)C tert-butyl (tert-butoxycarbonyl)(6-(trimethylstannyl)pyrimidin-4-yl)carbamate